BrC=1C=C(C=CC1)C1(CC(C1)C)C=1N=NNC1C 4-(1-(3-bromophenyl)-3-methylcyclobutyl)-5-methyl-1H-1,2,3-triazole